ClC=1C(=CC2=C(CC(O2)C=2C=C(C=CC2)C2=NOC(N2)=O)C1)F 3-[m-(5-chloro-6-fluoro-2,3-dihydro-1-benzofuran-2-yl)phenyl]-1,2,4-oxadiazol-5(4H)-one